ClC(=C(C(=C(Cl)Cl)Cl)Cl)Cl perchloro-1,3-butadiene